C(C1=CC=CC=C1)OC1=C(C(=C(C(=O)OC)C=C1C=O)F)F methyl 4-(benzyloxy)-2,3-difluoro-5-formylbenzoate